C(C)C(CC)C1=C(C(=CC=C1)C(CC)CC)N1CN(C(=C1Cl)Cl)C1=C(C=CC=C1C(CC)CC)C(CC)CC 1,3-bis[2,6-bis(1-ethylpropyl)phenyl]-4,5-dichloro-1,3-dihydro-2H-imidazole